N-(4-bromopyridin-2-yl)-2-(dimethylamino)acetamide Methyl-(3R,6S)-1-(2-(4-(dimethylamino)phenyl)acetyl)-6-methylpiperidine-3-carboxylate COC(=O)[C@H]1CN([C@H](CC1)C)C(CC1=CC=C(C=C1)N(C)C)=O.BrC1=CC(=NC=C1)NC(CN(C)C)=O